(S)-1-(2-(8-amino-1-(4-anilinobenzoyl)imidazo[1,5-a]pyrazin-3-yl)pyrrolidin-1-yl)but-2-yn-1-one NC=1C=2N(C=CN1)C(=NC2C(C2=CC=C(C=C2)NC2=CC=CC=C2)=O)[C@H]2N(CCC2)C(C#CC)=O